ClC1=C(C=CC(=C1)F)C1N(CCCC1)C=1N=CC(=NC1)C(=O)N[C@H](C)\C=C\S(=O)(=O)C 5-(2-(2-chloro-4-fluorophenyl)piperidin-1-yl)-N-((R,E)-4-(methylsulfonyl)but-3-en-2-yl)pyrazine-2-carboxamide